C(C)(=O)C=1C(=CC(=C(C1)NC(=O)NC)OC)O 1-(5-acetyl-4-hydroxy-2-methoxyphenyl)-3-methylurea